cadmium-barium-zinc [Zn].[Ba].[Cd]